C(CCCCCCCCCCCCC)S(=O)(=O)[O-].[Na+] sodium tetradecanesulfonate salt